C(C)(C)[Si](C(C)C)(C(C)C)C#CC=1C=CC=C2C=C(C=C(C12)O)O 8-((triisopropyl-silyl)ethynyl)naphthalene-1,3-diol